N,N'-di(2-aminoethyl)-1,3-propanediamine NCCNCCCNCCN